4-((4-hydroxypiperidin-1-yl)sulfonyl)benzenesulfonamide OC1CCN(CC1)S(=O)(=O)C1=CC=C(C=C1)S(=O)(=O)N